4-(4-chlorophenyl)-1-(3-(1-((4-methyl-4H-1,2,4-triazol-3-yl)thio)ethyl)phenyl)-1H-1,2,3-triazole ClC1=CC=C(C=C1)C=1N=NN(C1)C1=CC(=CC=C1)C(C)SC1=NN=CN1C